chloro(3-methylbutoxy)methanone ClC(=O)OCCC(C)C